C(C)(C)(C)OC(COC1=C(C=C(C=C1)Br)OC)=O 2-(4-bromo-2-methoxyphenoxy)acetic acid tert-butyl ester